((3-(Pyrazine-2-carboxamido)-5-(trifluoromethyl)-phenyl)carbamoyl)(3-(pyridin-2-ylmethyl)-1,2,3-oxadiazol-3-ium-5-yl)amide N1=C(C=NC=C1)C(=O)NC=1C=C(C=C(C1)C(F)(F)F)NC(=O)[N-]C1=C[N+](=NO1)CC1=NC=CC=C1